N1N=NN=C1C(CCCCCCCCCCCC(=O)O)CCC 13-(1H-tetrazol-5-yl)hexadecanoic acid